(R)-5-methyl-2-(6-methyl-4-(piperidin-3-ylamino)phthalazin-1-yl)phenol CC=1C=CC(=C(C1)O)C1=NN=C(C2=CC(=CC=C12)C)N[C@H]1CNCCC1